6-hydroxyquinazolin-4(3H)-one OC=1C=C2C(NC=NC2=CC1)=O